ClC1=C(C=CC=C1)C1=CC=C(C=C1)C1=C(C2=CC=CC=C2C=C1)N1C2=CC=CC=C2C=2C=CC=CC12 9-(2-(2'-chloro-[1,1'-biphenyl]-4-yl)naphthalen-1-yl)-9H-carbazole